CCCCC N-Pentane